(8-((3-bromo-2-methylphenyl)amino)-1,7-naphthyridin-3-yl)methanol BrC=1C(=C(C=CC1)NC=1N=CC=C2C=C(C=NC12)CO)C